(2S)-2-amino-3-{[{amino[(carboxy-methyl)(methyl)-amino]methylidene}-amino]sulfanyl}-propanoic acid N[C@@H](C(=O)O)CSN=C(N(C)CC(=O)O)N